2-fluoro-6-(3-fluoroazetidin-1-yl)pyridine FC1=NC(=CC=C1)N1CC(C1)F